C(CCCCC)(=O)OCCCCO butylene glycol monocaproate